N[C@@H](CC(=O)N1CC=2N(CC1)C(=NC2C(=O)O)C(F)(F)F)CC2=C(C=C(C(=C2)F)F)F (R)-7-(3-amino-4-(2,4,5-trifluorophenyl)butanoyl)-3-(trifluoromethyl)-5,6,7,8-tetrahydroimidazo[1,5-a]pyrazine-1-carboxylic acid